3-sulfamoyl-benzamide S(N)(=O)(=O)C=1C=C(C(=O)N)C=CC1